N,N-dimethyl-4-(((2S,4S)-4-phenyl-2-(3-(3-phenylpropyl)-1,2,4-oxadiazole-5-yl)pyrrolidin-1-yl)sulfonyl)aniline CN(C1=CC=C(C=C1)S(=O)(=O)N1[C@@H](C[C@H](C1)C1=CC=CC=C1)C1=NC(=NO1)CCCC1=CC=CC=C1)C